CSC1=CC=C(C=C1)N1C=CC2=CC=C(C=C12)N 1-(4-(methylthio)phenyl)-1H-indol-6-amine